BrC1=CN=CC(=N1)N1C=C(C=CC1=O)C(=O)OCC ethyl 1-(6-bromopyrazin-2-yl)-6-oxo-pyridine-3-carboxylate